CN1N(C(C=C1)=O)C=1C=CC2=C(N=C(O2)C2=C3C=C(N=CC3=C(N=C2)NC)C2(CC2)C(=O)N)C1 (5-(5-(2-methyl-5-oxo-2,5-dihydro-1H-pyrazol-1-yl)benzo[d]oxazol-2-yl)-8-(methylamino)-2,7-naphthyridin-3-yl)cyclopropanecarboxamide